N1CCC2(CC1)C(=CC=1NCC=CC12)N dihydrospiro[cyclopenta[b]pyridine-5,4'-piperidin]-6-amine